O1CC(C1)CC(=O)NC1=CC2=C(C=N1)C=C(N2)C2=NC(=NC=C2)C(F)(F)F 2-(oxetan-3-yl)-N-(2-(2-(trifluoromethyl)pyrimidin-4-yl)-1H-pyrrolo[3,2-c]pyridin-6-yl)acetamide